CN1N=C(CC1=O)C(F)(F)F 2-methyl-5-(trifluoromethyl)-4H-pyrazol-3-one